3-(4-(aminomethyl)-4-methylpiperidin-1-yl)-6-((2,3-dichlorophenyl)thio)pyrazin-2(1H)-one NCC1(CCN(CC1)C=1C(NC(=CN1)SC1=C(C(=CC=C1)Cl)Cl)=O)C